FC[C@H](C)NCC(CC1=C(C(NC=N1)=O)O)C1=CC=C(C=C1)C#CC1=CC=C(C=C1)CNC1COC1 6-(3-(((S)-1-fluoropropan-2-yl)amino)-2-(4-((4-((oxetan-3-ylamino)methyl)phenyl)ethynyl)phenyl)propyl)-5-hydroxypyrimidin-4(3H)-one